(3R)-1-(7-chloro-8-fluoro-2-(methylthio)-3,4-dihydropyrido[4,3-d]pyrimidin-4-yl)-3-Methylpiperidin-3-ol ClC1=C(C=2N=C(NC(C2C=N1)N1C[C@@](CCC1)(O)C)SC)F